C(\C=C\C(=O)O)(=O)O.BrC1=C(C(C(=O)O)=CC(=C1)Br)O 3,5-dibromo-salicylic acid fumarate